FC1=CC=C(C=C1)NC(CC(CO)N1CCOC2(CCN(C2)C2=CC=C(C=C2)OC(F)(F)F)C1)=O N-(4-fluorophenyl)-4-hydroxy-3-{2-[4-(trifluoromethoxy)phenyl]-6-oxa-2,9-diazaspiro[4.5]dec-9-yl}butanamide